hexadecandioic acid anhydride C1(CCCCCCCCCCCCCCC(=O)O1)=O